C(=O)O.C12CN(CC(N1)C2)C=2C=1N(C=C(C2)S(=O)(=O)NC2(CC2)C)C(=NC1Cl)C=1SC(=NN1)C(F)F 8-(3,6-diazabicyclo[3.1.1]heptan-3-yl)-1-chloro-3-(5-(difluoromethyl)-1,3,4-thiadiazol-2-yl)-N-(1-methylcyclopropyl)imidazo[1,5-a]pyridine-6-sulfonamide formate